2-(cyclohexylamino)-5-fluoropyridin C1(CCCCC1)NC1=NC=C(C=C1)F